2,4,5-tricarboxybenzamide C(=O)(O)C1=C(C(=O)N)C=C(C(=C1)C(=O)O)C(=O)O